FC1=CC=CC(=N1)CN1C(=NC2=NC=C(C=C21)N2C=CC=1N=CN=C(C12)OC)C 1-((6-fluoropyridin-2-yl)methyl)-6-(4-methoxy-5H-pyrrolo[3,2-d]pyrimidin-5-yl)-2-methyl-1H-imidazo[4,5-b]pyridine